ClC=1C=CC(=C2C=NN(C12)C)OC1=CC=C(C=C1)C1=NC(=CC(=N1)C(=O)N)[C@@H](CO)O (S)-2-(4-((7-chloro-1-methyl-1H-indazol-4-yl)oxy)phenyl)-6-(1,2-dihydroxyethyl)pyrimidine-4-carboxamide